tris[2-phenylpyridine] iridium (iii) [Ir+3].C1(=CC=CC=C1)C1=NC=CC=C1.C1(=CC=CC=C1)C1=NC=CC=C1.C1(=CC=CC=C1)C1=NC=CC=C1